3-(azetidin-3-yl)-4-(1H-pyrazol-4-yl)-1-(4-(trifluoromethoxy)phenyl)-1H-pyrazolo[3,4-b]pyridine N1CC(C1)C1=NN(C2=NC=CC(=C21)C=2C=NNC2)C2=CC=C(C=C2)OC(F)(F)F